F[P-](F)(F)(F)(F)F.F[Ru-3](F)(F)(F)(F)F hexafluororuthenium (III) hexafluorophosphate